C(C1=CC=CC=C1)C1(CC1)C=1N=C(NC1)C1=NC=CC(=C1)Cl 2-[4-(1-benzylcyclopropyl)-1H-imidazol-2-yl]-4-chloropyridine